2-(1H-indol-7-yl)benzene-1,4-diamine N1C=CC2=CC=CC(=C12)C1=C(C=CC(=C1)N)N